N(=[N+]=[N-])[C@H]1CCC2=CC(=CC=C12)N1C(=NC=2C1=NC(=CC2)N2N=CC=C2)C=2C(=NC=CC2)N 3-{3-[(1S)-1-azido-2,3-dihydro-1H-inden-5-yl]-5-(pyrazol-1-yl)imidazo[4,5-b]pyridin-2-yl}pyridin-2-amine